[Cl-].C(C(=C)C)(=O)NCCC[N+](C)(C)C (3-methacrylamidopropyl)-trimethylammonium chloride